Trimethylisoxazolo[5,4-b]pyridin-3-amine CC1=C(C(=C2C(=N1)ON=C2N)C)C